ClC=1C=CC(=C(C1)C1=NN(C=C1NC(=O)C=1C=NN2C1N=CC=C2)CC(=O)N2CC(CC2)C)OC N-(3-(5-chloro-2-methoxyphenyl)-1-(2-(3-methylpyrrolidin-1-yl)-2-oxoethyl)-1H-pyrazol-4-yl)pyrazolo[1,5-a]pyrimidine-3-carboxamide